FC(C(=O)OC)=C methyl 2-fluoroacrylate